C(CCCC=C)C1=C(C2C(C(C1CC2)C(=O)O)C(=O)O)CCCCC=C bis(5-hexenyl)bicyclo[2.2.2]oct-5-ene-2,3-dicarboxylic acid